C(C)(C)(C)C1=CC(=C(C(=C1)C)B(O)O)OC1=C(C=C(C=C1)F)OC [4-tert-butyl-2-(4-fluoro-2-methoxy-phenoxy)-6-methyl-phenyl]boronic acid